5-{2-amino-[1,2,4]triazolo[1,5-a]pyridin-7-yl}-N-({2-[(1R,2R,4S)-bicyclo[2.2.1]hept-2-yloxy]phenyl}methyl)-2-methoxypyridine-3-carboxamide NC1=NN2C(C=C(C=C2)C=2C=C(C(=NC2)OC)C(=O)NCC2=C(C=CC=C2)O[C@H]2[C@@H]3CC[C@H](C2)C3)=N1